CONC(C)CC1=CC2=C(C=C1)OCO2 N-methoxy-3,4-methylenedioxy-amphetamine